tert-Butyl (S)-((3'-chloro-2'-(3-(5-(hydroxymethyl)picolinamido)-2-methylphenyl)-6-methoxy-[2,4'-bipyridin]-5-yl)methyl)((5-oxopyrrolidin-2-yl)methyl)carbamate ClC=1C(=NC=CC1C1=NC(=C(C=C1)CN(C(OC(C)(C)C)=O)C[C@H]1NC(CC1)=O)OC)C1=C(C(=CC=C1)NC(C1=NC=C(C=C1)CO)=O)C